butyl 5-fluoro-3-(4,4,5,5-tetramethyl-1,3,2-dioxaborolan-2-yl)-1H-indole-1-carboxylate FC=1C=C2C(=CN(C2=CC1)C(=O)OCCCC)B1OC(C(O1)(C)C)(C)C